C(CCCCCCC\C=C\CCCCCC)(=O)O Trans-Palmitoleic Acid